BrC=1C=CC2=C(OC(CO2)CCN2C[C@@H](CC2)O)C1 (3R)-1-(2-(7-bromo-2,3-diHydrobenzo[b][1,4]Dioxin-2-yl)ethyl)pyrrolidin-3-ol